C(C(O)C1=CCCC=C1)(=O)O 3,4-dihydro-mandelic acid